(S)-8-(4,4-difluorocyclohex-1-en-1-yl)-N-(2-hydroxypropyl)quinoline-3-carboxamide FC1(CC=C(CC1)C=1C=CC=C2C=C(C=NC12)C(=O)NC[C@H](C)O)F